dimethyldodecylene glycol CC(CCCCCCCCCCCO)(C)O